(S)-2-allyl-6-((4-((2-hydroxy-1-phenylethyl)amino)-5-(3-(pyridin-2-yl)-1,2,4-oxadiazol-5-yl)pyrimidin-2-yl)amino)-1-isopropyl-1,2-dihydro-3H-pyrazolo[3,4-b]pyridin-3-one C(C=C)N1N(C2=NC(=CC=C2C1=O)NC1=NC=C(C(=N1)N[C@H](CO)C1=CC=CC=C1)C1=NC(=NO1)C1=NC=CC=C1)C(C)C